N[C@@H]1CN(CCC1)C1=NN(C(=C1)C1=CC(=C(C#N)C=C1)F)C1=CC=C(C=C1)C (S)-4-(3-(3-aminopiperidin-1-yl)-1-(p-tolyl)-1H-pyrazol-5-yl)-2-fluorobenzonitrile